Cyclopentyl-[1]benzopyrano[3,4-d]imidazol-4(1H)-one C1(CCCC1)N1C=NC2=C1C1=C(OC2=O)C=CC=C1